BrC1=CC(=C(C=C1C)CC(=O)NC1=C(C=C(C(=O)OC)C=C1F)N[C@@H]1COCC1(C)C)Cl Methyl 4-[[2-(4-bromo-2-chloro-5-methyl-phenyl)acetyl]amino]-3-[[(3S)-4,4-dimethyltetrahydrofuran-3-yl]amino]-5-fluoro-benzoate